BrC1=C(C(=C2C(=CC(N(C2=C1F)CC1=CC=C(C=C1)OC)=O)O)O[C@@H](C)[C@@H]1[C@@H]2CC[C@H](CN1)N2C(=O)OC(C)(C)C)F tert-butyl (1S,2S,5R)-2-((S)-1-((7-bromo-6,8-difluoro-4-hydroxy-1-(4-methoxybenzyl)-2-oxo-1,2-dihydroquinolin-5-yl) oxy) ethyl)-3,8-diazabicyclo[3.2.1]octane-8-carboxylate